S1SCC(C1)NC(/C(/CC1=CC=C(C=C1)O)=N/O)=O (E)-N-(1,2-dithiolan-4-yl)-2-(hydroxyimino)-3-(4-hydroxyphenyl)propionamide